CN1CCC(CC1)OC1=CC=C2C(=CNC2=C1)C([C@H](C1=CC=CC=C1)NCCC1=CC=C(C#N)C=C1)=O |r| (S)- and (R)-4-(2-((2-(6-((1-methylpiperidin-4-yl)oxy)-1H-indol-3-yl)-2-oxo-1-phenylethyl)amino)ethyl)benzonitrile